4-[(2-methyl-[1,1'-biphenyl]-4-yl)amino]-2-(morpholin-4-yl)-6-(propan-2-yl)-5,6-dihydro-7H-pyrrolo[3,4-d]pyrimidin-7-one CC1=C(C=CC(=C1)NC=1C2=C(N=C(N1)N1CCOCC1)C(N(C2)C(C)C)=O)C2=CC=CC=C2